7-(5-(2-(diisopropylcarbamoyl)-4-fluorophenoxy)pyrimidin-4-yl)-2,7-diazaspiro[4.4]Nonane-2-carboxylic acid tert-butyl ester C(C)(C)(C)OC(=O)N1CC2(CC1)CN(CC2)C2=NC=NC=C2OC2=C(C=C(C=C2)F)C(N(C(C)C)C(C)C)=O